COC1=NC2=CC=C(C=C2N=C1C)C(C)O 1-(2-methoxy-3-methylquinoxalin-6-yl)ethan-1-ol